OC(C(NCC=1C=NC=CC1)=O)C1N(CCC1)C(CNC(=O)C1=CC=NC2=CC=C(C=C12)OCCCN1CCOCC1)=O N-(2-(2-(1-hydroxy-2-oxo-2-((pyridin-3-ylmethyl)amino)ethyl)pyrrolidin-1-yl)-2-oxoethyl)-6-(3-morpholinopropoxy)quinoline-4-carboxamide